C1(CCCCC1)[C@H](C)OC1=C(C(=O)NC2=NC=CC=C2C)C=C(C(=C1)N1N=C2N(CCCC2)C1=O)F 2-[(1S)-1-cyclohexylethoxy]-5-fluoro-N-(3-methylpyridin-2-yl)-4-(3-oxo-5,6,7,8-tetrahydro[1,2,4]triazolo[4,3-a]pyridin-2(3H)-yl)benzamide